N[C@H]1CS(C2=C(N(C1=O)CC1=CC=C(C=C1)Cl)C=C(C(=C2)F)C2=NOC(=N2)C(=O)N(C)C)(=O)=O 3-[(3R)-3-amino-5-[(4-chlorophenyl)methyl]-8-fluoro-1,1,4-trioxo-2,3-dihydro-1λ6,5-benzothiazepin-7-yl]-N,N-dimethyl-1,2,4-oxadiazole-5-carboxamide